(S)-(1-(difluoromethyl)-1H-pyrazol-5-yl)(4-(6-methylpyrazolo[1,5-a]pyridin-2-yl)-6,7-dihydro-1H-imidazo[4,5-c]pyridin-5(4H)-yl)methanone FC(N1N=CC=C1C(=O)N1[C@@H](C2=C(CC1)NC=N2)C2=NN1C(C=CC(=C1)C)=C2)F